4-((4,4-difluoropiperidin-1-yl)methyl)-N-(4-(2,4-dioxotetrahydropyrimidin-1(2H)-yl)phenyl)-3-fluorobenzamide FC1(CCN(CC1)CC1=C(C=C(C(=O)NC2=CC=C(C=C2)N2C(NC(CC2)=O)=O)C=C1)F)F